NC(CC(=O)N1CCNC2(C1)CCN(CC2)C2=NN1C(S2)=NC=C1C1=C(C=C(C=C1)F)OC)(C)C 3-amino-1-(9-(5-(4-fluoro-2-methoxyphenyl)imidazo[2,1-b][1,3,4]thiadiazol-2-yl)-1,4,9-triazaspiro[5.5]undecan-4-yl)-3-methylbutan-1-one